C(C)(C)(C)OC(N[C@H](COCC=C)C)=O ((S)-2-allyloxy-1-methyl-ethyl)-carbamic acid tert-butyl ester